C(CC)OC1=CC(=CC=C1)OCCC 1,3-dipropoxybenzene